(2S,3R)-1-[7,7-difluoro-4-(1-imino-1-oxo-2,3-dihydrobenzothiophen-6-yl)-5,6-dihydrocyclopenta[d]pyrimidin-2-yl]-2-methyl-azetidin-3-ol FC1(CCC2=C1N=C(N=C2C2=CC1=C(CCS1(=O)=N)C=C2)N2[C@H]([C@@H](C2)O)C)F